Methyl 2-(2-chloro-6-methoxypyrimidin-4-yl)-2-methylpropanoate ClC1=NC(=CC(=N1)C(C(=O)OC)(C)C)OC